COC(C1=C(C=C(C=C1)OC(C)C)CN1CCN(CC1)C=1SC2=C(N1)C=CC=C2)=O.C(C2=CC=CC=C2)N(C2CCC(CC2)OCC(=O)N)CC2=CC=CC=C2 2-(((1r,4r)-4-(dibenzylamino)cyclohexyl)oxy)acetamide methyl-2-((4-(benzo[d]thiazol-2-yl)piperazin-1-yl)methyl)-4-isopropoxybenzoate